(3R)-2'-[6-amino-5-(trifluoromethyl)pyridin-3-yl]-N-[(1R)-1-(3-chloropyridin-4-yl)ethyl]-5',6'-dihydrospiro[pyrrolidine-3,4'-pyrrolo[1,2-b]pyrazole]-1-carboxamide NC1=C(C=C(C=N1)C=1C=C2N(N1)CC[C@]21CN(CC1)C(=O)N[C@H](C)C1=C(C=NC=C1)Cl)C(F)(F)F